7-methyl-2-((6-methylbenzo[c][1,2,5]thiadiazol-5-yl)amino)-9-(tetrahydro-2H-thiopyran-4-yl)-7,9-dihydro-8H-purin-8-one CN1C(N(C2=NC(=NC=C12)NC1=CC=2C(=NSN2)C=C1C)C1CCSCC1)=O